3-methoxy-6-nitrobenzene-1,2-diamine COC1=C(C(=C(C=C1)[N+](=O)[O-])N)N